FC(CN(C(C1=NC=CC(=C1O)NC1=C(C(C1=O)=O)N[C@H](C1(CCCC1)C)C1=NC=C(C=C1)F)=O)C)F (R)-N-(2,2-difluoroethyl)-4-((2-(((5-fluoropyridin-2-yl)(1-methylcyclopentyl)methyl)amino)-3,4-dioxocyclobut-1-en-1-yl)amino)-3-hydroxy-N-methylpicolinamide